tert-butyl 4-((1R,3R)-3-((4-bromopyridin-2-yl)oxy)cyclobutoxy)piperidine-1-carboxylate BrC1=CC(=NC=C1)OC1CC(C1)OC1CCN(CC1)C(=O)OC(C)(C)C